tert-butyl (3-((5-bromo-1-(triisopropylsilyl)-1H-pyrrolo[2,3-b]pyridin-4-yl)(hydroxyl)methyl) cyclobutyl)(propylsulfonyl)carbamate BrC=1C(=C2C(=NC1)N(C=C2)[Si](C(C)C)(C(C)C)C(C)C)C(C2CC(C2)N(C(OC(C)(C)C)=O)S(=O)(=O)CCC)O